(2S)-2-(9H-fluoren-9-yl-methoxycarbonylamino)-3,3-dimethylbutanoic acid C1=CC=CC=2C3=CC=CC=C3C(C12)N([C@H](C(=O)O)C(C)(C)C)C(=O)OC